C(C)(C)(C)C1=CC=C(C(=O)NC2=C(OC3=C2C=C(C=C3)Cl)C#N)C=C1 4-tert-butyl-N-(5-chloro-2-cyanobenzofuran-3-yl)benzamide